BrC1=NN(C=C1[N+](=O)[O-])C1=CC=C(C#N)C=C1 4-(3-bromo-4-nitro-1H-pyrazol-1-yl)benzonitrile